NCC(=O)NCC1=CC(=CC=C1)CC=1C=CC=2C3=C(C(=NC2C1)N)N=C(N3CC(C)(C)O)CCCC 2-amino-N-(3-((4-amino-2-butyl-1-(2-hydroxy-2-methylpropyl)-1H-imidazo[4,5-c]quinolin-7-yl)methyl)benzyl)acetamide